5-methyl-N-(3-oxoisoxazolidin-4-yl)pyrazolin CC1C=CNN1C1C(NOC1)=O